CC1=C(C(=C2C(=C1O)C(=O)C(=CO2)C3=CC=CC=C3O)C)O The molecule is a member of the class of 7-hydroxyisoflavones that is isoflavone substituted by hydroxy groups at positions 5, 7 and 2' and methyl group at positions 6 and 8. It has been isolated from Pisonia aculeata. It has a role as a metabolite and a plant metabolite. It is a member of 7-hydroxyisoflavones and a member of 2'-hydroxyisoflavones.